N-(2-Chloro-6-(1H-imidazol-1-yl)-9H-purin-9-yl)-1-(m-tolyl)methanimine ClC1=NC(=C2N=CN(C2=N1)N=CC=1C=C(C=CC1)C)N1C=NC=C1